FC(C(=O)O)(F)F.C12(CC3CC(CC(C1)C3)C2)C=2C=C(C=CC2)C2=CCC(C=C2)(OCC(=O)NN)C=CC(=O)O 3-(3'-adamantan-1-yl-4-hydrazinocarbonylmethoxy-biphenyl-4-yl)-acrylic acid trifluoroacetate